N1CCC(CC1)C(=O)OC(C(CCCC)NC[C@@H](CCCCC(F)(F)F)NC([C@@H](CC1=CC=CC=C1)NC(=O)OC(C)(C)C)=O)=O [2-[[(2R)-2-[[(2R)-2-(tert-butoxycarbonylamino)-3-phenyl-propionyl] amino]-7,7,7-trifluoroheptyl] amino] hexanoyl] piperidine-4-carboxylate